COC1=C(C=CC(=C1)[N+](=O)[O-])N=NC(C(=O)NC1=C(C=CC=C1)OC)C(C)=O 2-[(2-Methoxy-4-nitrophenyl)azo]-N-(2-methoxyphenyl)-3-oxobutyramide